methyl 2-(5'-chloro-2',4-dioxospiro[cyclohexane-1,3'-pyrrolo[3,2-b]pyridin]-1'(2'H)-yl)acetate ClC1=CC=C2C(=N1)C1(C(N2CC(=O)OC)=O)CCC(CC1)=O